NC=1N=NC(=CC1OCCC1=CC=C(CNC(CCCCOC=2C=C3CN(C(C3=CC2)=O)C2C(NC(CC2)=O)=O)=O)C=C1)C1=C(C=CC=C1)O N-(4-(2-((3-amino-6-(2-hydroxyphenyl)pyridazin-4-yl)oxy)ethyl)benzyl)-5-((2-(2,6-dioxopiperidin-3-yl)-1-oxoisoindolin-5-yl)oxy)pentanamide